NC=1C2=C(N=CN1)N(C(=C2C=2C=NC1=CC=CC=C1C2)C#C)C21CCC(CC2)(C1)NC(=O)C1=NC=C(N=C1)CO N-(4-(4-Amino-6-ethynyl-5-(quinolin-3-yl)-7H-pyrrolo[2,3-d]pyrimidin-7-yl)bicyclo-[2.2.1]heptan-1-yl)-5-(hydroxymethyl)pyrazine-2-carboxamide